(3S)-1-[3-(3,5-difluorophenyl)-5-(4,4-difluoropiperidine-1-carbonyl)-2-methoxypyridin-4-yl]pyrrolidin-3-amine FC=1C=C(C=C(C1)F)C=1C(=NC=C(C1N1C[C@H](CC1)N)C(=O)N1CCC(CC1)(F)F)OC